FC1=C(C=C(C(=C1)OCCCCC)F)C1=C(C=C(C(=C1F)F)OCCC)O 2-(2,5-difluoro-4-pentoxy-phenyl)-3,4-difluoro-5-propoxy-phenol